sodium t-pentanediol C(CO)(C)(CC)O.[Na]